C(C1=CC=CC=C1)OC(=O)N1C(C(C2=CC=CC=C12)=C)=O N-benzyloxycarbonyl-3-methyleneindolone